N-palmitoleyl-oleylamide C(CCCCCCC\C=C/CCCCCC)[N-]CCCCCCCC\C=C/CCCCCCCC